NCCCN([C@H](C(C)(C)C)C=1NC=C(N1)C1=C(C=CC(=C1)F)F)C(CO)=O 2-{(1R)-1-[(3-aminopropyl)(glycoloyl)amino]-2,2-dimethylpropyl}-4-(2,5-difluorophenyl)-1H-imidazol